Trans-4-[(2-methyl-[1,2,4]triazolo[1,5-b]pyridazin-6-yl)methyl]cyclohexanecarboxylic acid CC1=NN2N=C(C=CC2=N1)C[C@@H]1CC[C@H](CC1)C(=O)O